(6S,9R)-N-(4,5-dichloro-2-fluorophenyl)-3-oxo-3,5,6,7,8,9-hexahydro-2H-6,9-epimino-cyclohepta[c]pyridine-10-carboxamide ClC1=CC(=C(C=C1Cl)NC(=O)N1[C@@H]2CC=3C(=CNC(C3)=O)[C@H]1CC2)F